NC1=C2N=CN(C2=NC=N1)[C@H]1C[C@@H]([C@H](O1)CO[Si](C1=CC=CC=C1)(C1=CC=CC=C1)C(C)(C)C)O (2R,3S,5R)-5-(6-amino-9H-purin-9-yl)-2-(((tert-butyldiphenylsilyl)oxy)methyl)tetrahydrofuran-3-ol